N-(3,3-difluorocyclobutyl)-5-(3-(1-methyl-1H-pyrazol-4-yl)pyrazolo[1,5-a]pyridin-5-yl)-7H-pyrrolo[2,3-d]pyrimidin-2-amine FC1(CC(C1)NC=1N=CC2=C(N1)NC=C2C2=CC=1N(C=C2)N=CC1C=1C=NN(C1)C)F